4-phenylbutane-1-amine C1(=CC=CC=C1)CCCCN